[Rh].C(C)(=O)CC(CC(=O)C1=C(C=CC=C1)P(C1=CC=CC=C1)C1=CC=CC=C1)=O (acetylacetonyl)carbonyl-(triphenylphosphine) rhodium